COC=1C=C(C=C2C(=NC=NC12)NCC(=O)N1CCOCC1)C1=NC=C(C=N1)C 2-((8-methoxy-6-(5-methylpyrimidin-2-yl)quinazolin-4-yl)amino)-1-morpholinoethan-1-one